3-(2,2-Diphenyl-2-(((propoxycarbonyl)oxy)methoxy)acetoxy)spiro[bicyclo[3.2.1]octane-8,1'-pyrrolidin]-8-ium trifluoroacetate FC(C(=O)[O-])(F)F.C1(=CC=CC=C1)C(C(=O)OC1CC2CCC(C1)[N+]21CCCC1)(OCOC(=O)OCCC)C1=CC=CC=C1